8-phenyl-1,4-dioxaspiro[4.5]decane-8-carbaldehyde C1(=CC=CC=C1)C1(CCC2(OCCO2)CC1)C=O